CN1C(C(=C(C2=CC=CC=C12)N1CC[C@@H](CCC1)C1=CC=C(C=C1)C(C)C)C#N)=O |r| (Rac)-1-methyl-2-oxo-4-{4-[4-(propan-2-yl)phenyl]azepan-1-yl}-1,2-dihydro-quinoline-3-carbonitrile